C(=O)(O)C1=CC2=C(C(=C(CCC2)C2=C(C=C(C=C2)Cl)Cl)C2=CC=C(O[C@@H]3C[N+](CC3)(CCCF)CCl)C=C2)C=C1 (3S)-3-{4-[3-carboxy-8-(2,4-dichlorophenyl)-6,7-dihydro-5H-benzo[7]annulen-9-yl]phenoxy}-1-(chloromethyl)-1-(3-fluoropropyl)pyrrolidinium